O1N=COC=C1 1,4-dioxazin